tert-butyl {3-[(4-cyanopyridin-3-yl)oxy]propyl}carbamate C(#N)C1=C(C=NC=C1)OCCCNC(OC(C)(C)C)=O